(benzyloxy)-2-methyl-N-(1-methylpiperidin-4-yl)-1-benzothiophene-3-carboxamide C(C1=CC=CC=C1)OC1=CC=CC2=C1C(=C(S2)C)C(=O)NC2CCN(CC2)C